tert-butyl 2-(3-(6-(methoxycarbonyl)pyridin-3-yl)isoquinolin-8-yl)-3-(tetrahydro-2H-pyran-4-yl)-2,4,5,7-tetrahydro-6H-pyrazolo[3,4-c]pyridine-6-carboxylate COC(=O)C1=CC=C(C=N1)C=1N=CC2=C(C=CC=C2C1)N1N=C2CN(CCC2=C1C1CCOCC1)C(=O)OC(C)(C)C